NCC1=CC=2C=C3N(C2C=C1)C(N(C3)C3C(NC(CC3)=O)=O)=O 3-(7-(aminomethyl)-3-oxo-1H-imidazo[1,5-a]indol-2(3H)-yl)piperidine-2,6-dione